4-chloro-2-((phenethylimino)methyl)phenol ClC1=CC(=C(C=C1)O)C=NCCC1=CC=CC=C1